FC(C=1C=C(C=CC1)C=CC(C)=O)(F)F 4-(3-trifluoromethylphenyl)but-3-en-2-one